2-amino-3-(3-hydroxy-2,6-dimethylphenyl)benzamide NC1=C(C(=O)N)C=CC=C1C1=C(C(=CC=C1C)O)C